(S)-2-(3-(isoxazol-4-yl)phenyl)-N-((R)-phenyl((R)-1,2,3,4-tetrahydropyrido[2,3-b]pyrazin-3-yl)methyl)propanamide O1N=CC(=C1)C=1C=C(C=CC1)[C@@H](C(=O)N[C@@H]([C@H]1CNC2=C(N1)N=CC=C2)C2=CC=CC=C2)C